3-(2-cyclopentyl-2-hydroxy-2-phenyl-acetoxy)-1,1-di-methyl-pyrrolidinium salicylate C(C=1C(O)=CC=CC1)(=O)[O-].C1(CCCC1)C(C(=O)OC1C[N+](CC1)(C)C)(C1=CC=CC=C1)O